O=C1N(CCC(N1)=O)C=1C=C(OCC=O)C=CC1 2-(3-(2,4-dioxotetrahydropyrimidin-1(2H)-yl)phenoxy)acetaldehyde